C(C)N1C(C2=C(C=C1C(F)(F)F)N=C(N2C)C2=C(C=C(C=C2)C(C#N)(C)C)S(=O)(=O)CC)=O 2-[4-[5-ethyl-3-methyl-4-oxo-6-(trifluoromethyl)imidazo[4,5-c]pyridin-2-yl]-3-ethylsulfonyl-phenyl]-2-methyl-propanenitrile